2-benzyloxy-1-bromo-4-iodo-benzene C(C1=CC=CC=C1)OC1=C(C=CC(=C1)I)Br